C1(CCCC1)OC=1C=C(C=C2C=CC=NC12)C(CCCC)=O 1-[8-(cyclopentyloxy)-6-quinolinyl]pentan-1-one